FC(C1=CC=C2C=CCN(C2=C1)C1=C(C=C(C=C1)OCCOC(F)(F)F)F)F 7-(difluoro-methyl)-N-(2-fluoro-4-(2-(trifluoro-methoxy)eth-oxy)phenyl)-quinolin